FC=1C(=NC(=CC1)B1OC(C(O1)(C)C)(C)C)N1C[C@H](O[C@H](C1)C)C (cis)-4-(3-fluoro-6-(4,4,5,5-tetramethyl-1,3,2-dioxaborolan-2-yl)pyridin-2-yl)-2,6-dimethylmorpholine